CS(=O)(=O)OC1=CC=C(C=2COC(OCC21)C=2N=C(SC2)C2CCN(CC2)C(CN2N=C(C=C2C(F)(F)F)C(F)(F)F)=O)OS(=O)(=O)C 4-[4-[6,9-bis(methylsulfonyloxy)-1,5-dihydro-3H-2,4-benzodioxepin-3-yl]-2-thiazolyl]-1-[2-[3,5-bis(trifluoromethyl)-1H-pyrazol-1-yl]acetyl]piperidine